(S)-2-hydroxy-6-((1-(3-(2-methoxyethyl)pyrazine-2-carbonyl)pyrrolidin-2-yl)-methoxy)benzaldehyde OC1=C(C=O)C(=CC=C1)OC[C@H]1N(CCC1)C(=O)C1=NC=CN=C1CCOC